5,7-dinitro-2-naphthalenesulfonic acid [N+](=O)([O-])C1=C2C=CC(=CC2=CC(=C1)[N+](=O)[O-])S(=O)(=O)O